tert-butyl N-{5-[(3-cyano-1H-indol-7-yl)sulfamoyl]-1,3-thiazol-2-yl}carbamate C(#N)C1=CNC2=C(C=CC=C12)NS(=O)(=O)C1=CN=C(S1)NC(OC(C)(C)C)=O